C(C)(C)(C)O[C@H](C(=O)N(C)OC)C=1C(=C2C(=NC1C)N(C(=C2C)C)CC=2C=NN(C2)C)C2=CC=C(C=C2)Cl (S)-2-(tert-butoxy)-2-(4-(4-chlorophenyl)-2,3,6-trimethyl-1-((1-methyl-1H-pyrazol-4-yl)methyl)-1H-pyrrolo[2,3-b]pyridin-5-yl)-N-methoxy-N-methylacetamide